Methyl 2-butoxypropanoate C(CCC)OC(C(=O)OC)C